BrC=1C=CC2=C(C(=NO2)N)C1Cl 5-Bromo-4-chlorobenzo[d]isoxazol-3-amine